C(C)(C)(C)OC(NC=1C(NC(N(N1)C1=CC(=C(C(=C1)Cl)O)Cl)=O)=O)=O t-butyl-N-[2-(3,5-dichloro-4-hydroxyphenyl)-3,5-dioxo-4H-1,2,4-triazin-6-yl]carbamate